FC1=C(N=CC2=C1N=CN=C2N2C[C@H]1CC[C@@H](C2)N1C(=O)OC(C)(C)C)C1=CC(=CC2=CC=CC=C12)O (1R,5S)-tert-butyl 3-(8-fluoro-7-(3-hydroxynaphthalen-1-yl)pyrido[4,3-d]pyrimidin-4-yl)-3,8-diazabicyclo[3.2.1]octane-8-carboxylate